ethyl (2-cyano-2-(2-(3,5-dichloro-4-((2-(pyridin-2-ylmethyl)-1-oxo-1,2,3,4-tetrahydroisoquinolin-6-yl)oxy)phenyl)hydrazono)acetyl)carbamate C(#N)C(C(=O)NC(OCC)=O)=NNC1=CC(=C(C(=C1)Cl)OC=1C=C2CCN(C(C2=CC1)=O)CC1=NC=CC=C1)Cl